CC1(OB(OC1(C)C)C1=CC=C(C=C1)C1=CC=CN2C1=NS(CC2)(=O)=O)C 9-[4-(4,4,5,5-tetramethyl-1,3,2-dioxaborolan-2-yl)phenyl]-3,4-dihydropyrido[2,1-c][1,2,4]thiadiazine 2,2-dioxide